5,6,7,9-tetrahydrothieno[2,3-c]quinolin-4-one C1=CSC=2C(NC=3CCCCC3C21)=O